phenyl (5-isobutyl-4-methyl-3-(4-((2-(trifluoromethyl)-1H-imidazol-1-yl)methyl)phenyl)thiophen-2-yl)sulfonylcarbamate C(C(C)C)C1=C(C(=C(S1)S(=O)(=O)NC(OC1=CC=CC=C1)=O)C1=CC=C(C=C1)CN1C(=NC=C1)C(F)(F)F)C